O1C([N]C2=C1C=CC=C2)=O 3λ2-benzo[d]oxazol-2-one